tertbutyl (5-(4-bromophenoxy)thiazol-2-yl)carbamate BrC1=CC=C(OC2=CN=C(S2)NC(OC(C)(C)C)=O)C=C1